2-methyloxetan CC1OCC1